F[C@@H]1CN(C[C@H](C1)NC1=NC=CC(=N1)C1=C(N=C(S1)C)OC=1C=NC(=CC1)NS(=O)(=O)CC(F)(F)F)C(=O)OC(C)(C)C tert-butyl (3S,5S)-3-fluoro-5-[[4-[2-methyl-4-[[6-(2,2,2-trifluoroethylsulfonylamino)-3-pyridyl]oxy]thiazol-5-yl]pyrimidin-2-yl]amino]piperidine-1-carboxylate